2-{[(dodecylsulfanyl)carbonothioyl]sulfanyl}propanoic acid C(CCCCCCCCCCC)SC(=S)SC(C(=O)O)C